BrC=1C=C(C=2N(C1)N=CC2C#N)C=2C=CC(=NC2)N2CCC(CC2)(C)NC(C2=NC=CC=C2Cl)=O N-(1-(5-(6-bromo-3-cyanopyrazolo[1,5-a]pyridin-4-yl)pyridin-2-yl)-4-methylpiperidin-4-yl)-3-chloropicolinamide